C(C1CO1)C(C1=C(C=CC=C1O)N)(CC1CO1)CC1CO1 triglycidyl-amino-cresol